(R)-2-(1-(3-chlorophenyl)cyclopropyl)-6-(2-hydroxy-2-(4'-(trifluoromethoxy)-[1,1'-biphenyl]-3-yl)acetyl)-3,5,6,7,8,9-hexahydro-4H-pyrimido[5,4-c]azepin-4-one ClC=1C=C(C=CC1)C1(CC1)C=1NC(C=2CN(CCCC2N1)C([C@@H](C=1C=C(C=CC1)C1=CC=C(C=C1)OC(F)(F)F)O)=O)=O